C12(CC(C1)C2)NC(=O)C=2C(N(C1=NC=C(C=C1C2O)C2CCC2)CCN2CCOCC2)=O N-(bicyclo[1.1.1]pentan-1-yl)-6-cyclobutyl-4-hydroxy-1-(2-morpholinoethyl)-2-oxo-1,2-dihydro-1,8-naphthyridine-3-carboxamide